BrC=1C=C(C=CC1)[C@H](C)O (1S)-1-(3-bromophenyl)-ethanol